piperidine-2,6-dione methanesulfonate CS(=O)(=O)O.N1C(CCCC1=O)=O